NC1=C(C=C(N=N1)C1=C(C=CC=C1)O)N1CC2CCC(C1)N2C2=CC(=NC=C2)C#CCN2CC(OCC2)CF 2-[6-amino-5-[8-[2-[3-[2-(fluoromethyl)morpholin-4-yl]prop-1-ynyl]-4-pyridyl]-3,8-diazabicyclo[3.2.1]octan-3-yl]pyridazin-3-yl]phenol